4-((2,6-difluoro-4-(2-hydroxy-6-methylpyridin-4-yl)benzyl)oxy)phenyl sulfurofluoridate S(OC1=CC=C(C=C1)OCC1=C(C=C(C=C1F)C1=CC(=NC(=C1)C)O)F)(=O)(=O)F